ClC1=C2C(=NC=C1OC1=CC(=NC=C1)NC(C)=O)N=C(N2C)NC2=NN1C(C(CCC1)(F)F)=C2 N-(4-((7-chloro-2-((4,4-difluoro-4,5,6,7-tetrahydropyrazolo[1,5-a]pyridin-2-yl)amino)-1-methyl-1H-imidazo[4,5-b]pyridin-6-yl)oxy)pyridin-2-yl)acetamide